COC(C)N(COC)C 1,1'-dimethoxy-N,N-dimethylethylamine